N-(5-fluoro-2-methylphenyl)-7-(4-fluorophenyl)pyrazolo[1,5-a]pyrimidine-2-carboxamide FC=1C=CC(=C(C1)NC(=O)C1=NN2C(N=CC=C2C2=CC=C(C=C2)F)=C1)C